C(C)(C)(C)C1=CC=C(C=C1)C1=C2C=C(CC2=CC=C1)C 4-(4'-t-butylphenyl)-2-methyl-1H-indene